N-(4-((2S,6R)-2,6-dimethylmorpholino)phenyl)-5-fluoro-4-((4-isopropoxycyclohexyl)methoxy)pyrimidin-2-amine C[C@@H]1O[C@@H](CN(C1)C1=CC=C(C=C1)NC1=NC=C(C(=N1)OCC1CCC(CC1)OC(C)C)F)C